phenyl {4-[(3-[3-cyano-4-(propan-2-yloxy)phenyl]-1-{[2-(trimethylsilyl)ethoxy]methyl}-1H-pyrrolo[2,3-b]pyridin-4-yl)oxy]-3,5-difluorophenyl}carbamate C(#N)C=1C=C(C=CC1OC(C)C)C1=CN(C2=NC=CC(=C21)OC2=C(C=C(C=C2F)NC(OC2=CC=CC=C2)=O)F)COCC[Si](C)(C)C